O=C1C=C(OC2=CC=CC=C12)C1=NC(=NC=C1)N1CCC(CC1)CNC(OC(C)(C)C)=O tert-Butyl ((1-(4-(4-oxo-4H-chromen-2-yl)pyrimidin-2-yl)piperidin-4-yl)methyl)carbamate